N-(3-methoxybenzyl)-N-(3-(2-methoxyethoxy)benzyl)-4-((2-morpholinoethoxy)methyl)oxazol-2-amine COC=1C=C(CN(C=2OC=C(N2)COCCN2CCOCC2)CC2=CC(=CC=C2)OCCOC)C=CC1